(S)-7,7-dimethyl-4-((3-methylpiperidin-1-yl)methyl)-6,7-dihydro-5H-cyclopenta[b]pyridine-2-carboxylic acid lithium [Li].CC1(CCC=2C1=NC(=CC2CN2C[C@H](CCC2)C)C(=O)O)C